4-phenyl-2-(p-tolyl)-1H-pyrrole C1(=CC=CC=C1)C=1C=C(NC1)C1=CC=C(C=C1)C